5-(4-pyridyl)thiazol-2-amine N1=CC=C(C=C1)C1=CN=C(S1)N